COC1=CC=C(C=N1)C1COC2=C(O1)C=CC(=C2)C(=O)N 2-(6-methoxypyridin-3-yl)-2,3-dihydrobenzo[b][1,4]dioxin-6-carboxamide